C(=O)(CCCCCCCCC)OC(C[N+](C)(C)C)CC([O-])=O Carnitine caprate